O[C@H]1[C@H]2NC3=CC=C(C=C3[C@H](OC1)C2)CNC(OC(C)(C)C)=O tert-butyl N-{[(1R,9S,10S)-10-hydroxy-12-oxa-8-azatricyclo[7.3.1.02,7]trideca-2,4,6-trien-4-yl]methyl}carbamate